N-(2-chloro-3-((5-chloro-3-methyl-4-oxo-3,4-dihydroquinazolin-6-yl)amino)-4-fluorophenyl)-3-ethylpyrrolidine-1-sulfonamide ClC1=C(C=CC(=C1NC=1C(=C2C(N(C=NC2=CC1)C)=O)Cl)F)NS(=O)(=O)N1CC(CC1)CC